7-bromo-2-methyl-3,4-dihydro-1H-isoquinolin-5-amine BrC=1C=C(C=2CCN(CC2C1)C)N